7-bromo-2,2-dimethylchromen-4-one BrC1=CC=C2C(CC(OC2=C1)(C)C)=O